P(=O)(OCN1C2=C(OC(C1=O)(C)C)C=CC(=N2)NC2=NC(=NC=C2F)NC2=CC(=C(C(=C2)OC)OC)OC)(O)O (6-((5-fluoro-2-((3,4,5-trimethoxyphenyl)amino)pyrimidin-4-yl)amino)-2,2-dimethyl-3-oxo-2,3-dihydro-4H-pyrido[3,2-b][1,4]oxazin-4-yl)methyl dihydrogen phosphate